C(C)N1C(CCC1)(N)C (-)-1-ethyl-2-amino-methylpyrrolidine